COC1=CC=C(C=C1)C1=NC2=CC=CC=C2C(=C1)NCCCN(CCCN(C)C)C N1-(3-((2-(4-methoxyphenyl)quinolin-4-yl)amino)propyl)-N1,N3,N3-trimethylpropane-1,3-diamine